2-(tetrahydropyran-3-yl)-ethyl butyrate C(CCC)(=O)OCCC1COCCC1